FC=1C=C(C=CC1OC1=C2C(=NC=C1)NC(N2C)=O)NC(=O)C=2N=CN(C2C(F)(F)F)C2=CC=CC=C2 N-(3-fluoro-4-((1-methyl-2-oxo-2,3-dihydro-1H-imidazo[4,5-b]pyridin-7-yl)oxy)phenyl)-1-phenyl-5-(trifluoromethyl)-1H-imidazole-4-carboxamide